FC=1C=C(C=CC1)OC(C1=CC=C(C=C1)O)=O 3-fluorophenyl-4-hydroxybenzoate